2-(8-(4,4-dimethyl-1-oxa-8-azaspiro[4.5]decan-8-yl)pyrido[2,3-d]pyridazin-5-yl)-5-(trifluoromethyl)phenol CC1(CCOC12CCN(CC2)C=2N=NC(=C1C2N=CC=C1)C1=C(C=C(C=C1)C(F)(F)F)O)C